COCOC1=C(C=C(C=C1C)C(C)C)C(=CC(=O)O)C1=CC(=CC=C1)CC 3-(2-methoxymethoxy-3-methyl-5-isopropylphenyl)-3-(3-ethylphenyl)-acrylic acid